FC(C(C(C(C(C(C(C(C(C(F)(F)F)(F)F)(F)F)(F)F)(F)F)(F)F)(F)F)(F)F)(F)F)(S(=O)(=O)O)F perfluoro-n-decyl-sulfonic acid